3-(2-hydroxyethoxy)cyclobutanecarboxylic acid methyl ester COC(=O)C1CC(C1)OCCO